4-methyl-2-(1-methylpyrazolo[3,4-b]pyridin-4-yl)-6-piperazin-1-yl-3,4-dihydro-1H-isoquinoline hydrochloride Cl.CC1CN(CC2=CC=C(C=C12)N1CCNCC1)C1=C2C(=NC=C1)N(N=C2)C